(1R)-2,2-difluoro-N-{6-[2-({6-[(1R)-1-hydroxybutyl]-4-methylpyridin-3-yl}amino)pyridin-3-yl]pyrimidin-4-yl}cyclopropane-1-carboxamide FC1([C@H](C1)C(=O)NC1=NC=NC(=C1)C=1C(=NC=CC1)NC=1C=NC(=CC1C)[C@@H](CCC)O)F